C1(CC1)NC(C1=C(C=C(C=C1OC)C1=CN=C2N1C=CC(=C2)C(C)O)OC(F)F)=O N-cyclopropyl-2-(difluoromethoxy)-4-[7-(1-hydroxyethyl)imidazo[1,2-a]pyridin-3-yl]-6-methoxy-benzamide